iodomethyl ((3S,3aR,6R,6aS)-6-(nitrooxy) hexahydrofuro[3,2-b]furan-3-yl) carbonate C(OCI)(O[C@@H]1[C@@H]2[C@H](OC1)[C@@H](CO2)O[N+](=O)[O-])=O